4-hydroxy-4'-methoxy-α-methylbenzhydrol OC1=CC=C(C(C2=CC=C(C=C2)OC)(O)C)C=C1